3,6-diethoxypyridin-4-one C(C)OC1C=NC(=CC1=O)OCC